[2-(4-fluorophenyl)ethyl]-2-(1,1-dimethylethyl)oxirane FC1=CC=C(C=C1)CCC1(OC1)C(C)(C)C